3,6-dinitrophenol [N+](=O)([O-])C=1C=C(C(=CC1)[N+](=O)[O-])O